[SiH2]=O Silanon